FC(OC1=C(C=O)C=CC(=C1)C1=CN=C(N1C)C1=CC=CC=C1)F 2-(difluoromethoxy)-4-(1-methyl-2-phenyl-1H-imidazol-5-yl)benzaldehyde